OCCC1CC(C1)(C(=O)OC(C)(C)C)C(=O)OC(C)(C)C Di-tert-butyl 3-hydroxyethyl-cyclobutane-1,1-dicarboxylate